CN(CCCC=1C=C(C=CC1)CC(=O)N)C [3-[3-(dimethylamino)propyl]phenyl]acetamide